OCC1(CC1)NC(=O)C=1C=2C[C@@H]3[C@H](C2N(N1)C1=NC=C(C=C1)Br)C3 (1aR,5aR)-2-(5-Bromo-pyridin-2-yl)-1a,2,5,5a-tetrahydro-1H-2,3-diaza-cyclopropa[a]pentalene-4-carboxylic acid (1-hydroxymethyl-cyclopropyl)-amide